2,2-diethyl-1,3-propylene glycol C(C)C(CO)(CO)CC